N-(1'-(6-cyclobutoxy-4-methylpyridin-2-yl)-1',2'-dihydrospiro[cyclopropane-1,3'-pyrrolo[3,2-c]pyridin]-6'-yl)acetamide C1(CCC1)OC1=CC(=CC(=N1)N1CC2(C=3C=NC(=CC31)NC(C)=O)CC2)C